(S)-5-(4-(1-((5-(3-fluoropyridin-4-yl)thiazolo[5,4-b]pyridin-2-yl)oxy)ethyl)piperidin-1-yl)-3-isopropyl-1,2,4-oxadiazol FC=1C=NC=CC1C1=CC=C2C(=N1)SC(=N2)O[C@@H](C)C2CCN(CC2)C2=NC(=NO2)C(C)C